trans-3-[(6-bromo-1-(tetrahydro-2H-pyran-2-yl)-1H-indazol-4-yl)oxy]-2,2,4,4-Tetramethylcyclobutan-1-amine BrC1=CC(=C2C=NN(C2=C1)C1OCCCC1)O[C@@H]1C([C@H](C1(C)C)N)(C)C